N[C@H]1CS(C2=C(N(C1=O)CC1=CC=C(C=C1)OC(F)(F)F)C=C(C(=C2)F)C=2OC(=NN2)C2C(CCCC2)(F)F)(=O)=O (3R)-3-amino-7-[5-(2,2-difluorocyclohexyl)-1,3,4-oxadiazol-2-yl]-8-fluoro-1,1-dioxo-5-[[4-(trifluoromethoxy)phenyl]methyl]-2,3-dihydro-1λ6,5-benzothiazepin-4-one